N-[2-[4-[3-[4-[4-[(2,6-dioxo-3-piperidyl)amino]phenyl]-1-piperidyl]propyl]phenyl]ethyl]-5-[rac-(2R)-2-(2,5-difluorophenyl)pyrrolidin-1-yl]pyrazolo[1,5-a]pyrimidine-3-carboxamide O=C1NC(CCC1NC1=CC=C(C=C1)C1CCN(CC1)CCCC1=CC=C(C=C1)CCNC(=O)C=1C=NN2C1N=C(C=C2)N2[C@H](CCC2)C2=C(C=CC(=C2)F)F)=O |r|